FCCNC=1N=CC2=C(N1)N1C(C(=C2)C=2C=C(C=CC2C)NC(C2=NC=CC(=C2)C(F)(F)F)=O)=NCC1 N-(3-(2-((2-fluoroethyl)amino)-8,9-dihydroimidazo[1',2':1,6]pyrido[2,3-d]pyrimidin-6-yl)-4-methylphenyl)-4-(trifluoromethyl)picolinamide